Hexyl 3-({[(3R)-1-(tert-butoxycarbonyl)piperidin-3-yl]carbonyl}amino)-5-(2-chloro-5-cyanophenyl)-1H-indazole-1-carboxylate C(C)(C)(C)OC(=O)N1C[C@@H](CCC1)C(=O)NC1=NN(C2=CC=C(C=C12)C1=C(C=CC(=C1)C#N)Cl)C(=O)OCCCCCC